FC1=C(C(=C(C(=C1OC(C1=CC=C(C=C1)C1C(NC(CC1)=O)=O)=O)F)F)F)F 4-(2,6-dioxopiperidin-3-yl)benzoic acid pentafluorophenyl ester